(+-)-(4Z)-4-(1,3-benzothiazol-6-ylmethylene)-2-[[trans-2-hydroxyindan-1-yl]amino]-1H-imidazol-5-one S1C=NC2=C1C=C(C=C2)\C=C\2/N=C(NC2=O)N[C@H]2[C@@H](CC1=CC=CC=C21)O |r|